O1C=C(C2=C1C=CC=C2)C[C@H](NC(C(C(=O)NCC2=CC(=CC=C2)OC)F)=O)OB(O)O ((1R)-2-(benzofuran-3-yl)-1-(2-fluoro-3-((3-methoxybenzyl)amino)-3-oxopropionamido)ethyl)boric acid